1-pyrimidinium [NH+]1=CN=CC=C1